ClCC1OC2=C(C1)C=CC=C2 (chloromethyl)-2,3-dihydrobenzofuran